ClC1=CC(=C(C=C1)NC(=O)C12CC(C1)(C2)F)C(N[C@H](C(C(=O)NC2CC2)=O)C[C@H]2C(NCC2)=O)=O N-[4-chloro-2-[[(1S)-3-(cyclopropylamino)-2,3-dioxo-1-[[(3S)-2-oxopyrrolidin-3-yl]methyl]propyl]carbamoyl]phenyl]-3-fluoro-bicyclo[1.1.1]pentane-1-carboxamide